icosanyl octanoate C(CCCCCCC)(=O)OCCCCCCCCCCCCCCCCCCCC